O1COC2=C1C=CC(=C2)/C=C/C(=O)N(CC2OCCC2)C2=CC=CC=C2 (E)-3-(1,3-Benzodioxol-5-yl)-N-phenyl-N-(tetrahydrofuran-2-ylmethyl)prop-2-enamid